C(C)OC(NC(NC1=NC=C(C=C1)OCC1=CC=CC=C1)=S)=O N-{[5-(benzyloxy)pyridin-2-yl]thiocarbamoyl}carbamic acid ethyl ester